N-(7-(1-methyl-1H-imidazol-4-yl)-2-phenyl-1H-indol-5-yl)acrylamide CN1C=NC(=C1)C=1C=C(C=C2C=C(NC12)C1=CC=CC=C1)NC(C=C)=O